3-(2-((2-(6-methyl-7-oxo-6,7-dihydro-1H-pyrrolo[2,3-c]pyridin-4-yl)-4-(methylsulfonyl)phenoxy)methyl)phenyl)piperidine-2,6-dione CN1C(C2=C(C(=C1)C1=C(OCC3=C(C=CC=C3)C3C(NC(CC3)=O)=O)C=CC(=C1)S(=O)(=O)C)C=CN2)=O